1,2-bis(4-pyridinyl)ethane N1=CC=C(C=C1)CCC1=CC=NC=C1